N1(CCCCCC1)C=1C2=C(N=C(N1)OC[C@]13CCCN3[C@@H](CC1)CO)C(=C(N=C2)Cl)F ((3S,7aS)-7a-(((4-(Azepan-1-yl)-7-chloro-8-fluoropyrido[4,3-d]pyrimidin-2-yl)oxy)methyl)hexahydro-1H-pyrrolizin-3-yl)methanol